FC=1C(=NC2=C(C(=CC=C2C1OC)C(=O)C(C#N)C#N)F)C1=CC=CC=C1 2-(3,8-difluoro-4-methoxy-2-phenylquinoline-7-carbonyl)malononitrile